((2R)-4-(7-(2-aminobenzo[d]thiazol-4-yl)-6-chloro-8-fluoro-2-(((S)-1-methylpyrrolidin-2-yl)methoxy)quinazolin-4-yl)piperazin-2-yl)methanol NC=1SC2=C(N1)C(=CC=C2)C2=C(C=C1C(=NC(=NC1=C2F)OC[C@H]2N(CCC2)C)N2C[C@@H](NCC2)CO)Cl